FC1(OC2=C(O1)C=CC(=C2)N(C(=O)C=2C=C(C=CC2)N2N=C(C1=C2CC2CCC1N2S(=O)(=O)C2=CC=C(C(=O)OC)C=C2)C(F)(F)F)C)F methyl 4-((1-(3-((2,2-difluorobenzo[d][1,3]dioxol-5-yl) (methyl)carbamoyl)phenyl)-3-(trifluoromethyl)-1,4,5,6,7,8-hexahydro-4,7-epiminocyclohepta[c]pyrazol-9-yl)sulfonyl)benzoate